FC1=C(C=C2CN(C(C2=C1)=O)C1C(NC(CC1)=O)=O)N1CCC(CC1)OC1CCC(CC1)CO 3-[6-fluoro-5-[4-[4-(hydroxymethyl)cyclohexoxy]-1-piperidyl]-1-oxo-isoindolin-2-yl]piperidine-2,6-dione